1-allyl-2,3-dimethylimidazole tetrafluoroborate F[B-](F)(F)F.C(C=C)N1C(N(C=C1)C)C